5-((1R,5S,6s)-3-azabicyclo[3.1.0]hexan-6-yl)-3-(2,3-dihydro-1H-pyrrolo[1,2-a]indol-9-yl)-1,2,4-oxadiazole formate C(=O)O.[C@H]12CNC[C@@H]2C1C1=NC(=NO1)C1=C2N(C=3C=CC=CC13)CCC2